C1(CC1)[C@]1(C(N(CC1)C1=C2C(=NC=C1)N(C(=C2)C2=CC(=NC=C2)OC)S(=O)(=O)C2=CC=C(C)C=C2)=O)C#N (S)-3-Cyclopropyl-1-(2-(2-methoxypyridin-4-yl)-1-tosyl-1H-pyrrolo[2,3-b]pyridin-4-yl)-2-oxopyrrolidine-3-carbonitrile